6-(3,4,5,6-tetrahydropyridin-2-yl)quinoxaline N1=C(CCCC1)C=1C=C2N=CC=NC2=CC1